tert-butyl N-[2-[[4-[(8-cyclopentyl-7-ethyl-5-methyl-6-oxo-7H-pteridin-2-yl)amino]-3-methoxy-benzoyl]amino]ethyl]-N-methyl-carbamate C1(CCCC1)N1C(C(N(C=2C=NC(=NC12)NC1=C(C=C(C(=O)NCCN(C(OC(C)(C)C)=O)C)C=C1)OC)C)=O)CC